1,2-bis-(3-aminopropoxy)ethane racemic-methyl-4-((1S*,5R*)-5-methoxy-2-oxocyclohexyl)benzoate COC(C1=CC=C(C=C1)[C@H]1C(CC[C@H](C1)OC)=O)=O.NCCCOCCOCCCN |r|